5-(2,3-dimethyl-phenyl)-3-(2-hydroxy-ethyl)-1-{2-oxo-2-[4-(2-oxo-1,2,4,5-tetrahydro-benzo[d][1,3]diazepin-3-yl)-piperidin-1-yl]-ethyl}-1H-pyrimidine-2,4-dione CC1=C(C=CC=C1C)C=1C(N(C(N(C1)CC(N1CCC(CC1)N1C(NC2=C(CC1)C=CC=C2)=O)=O)=O)CCO)=O